Tert-butyl (3S)-3-[[4-[1-(benzenesulfonyl)-6-(3-methyltriazol-4-yl)indol-3-yl]-5-(trifluoromethyl)pyrimidin-2-yl]amino]piperidine-1-carboxylate C1(=CC=CC=C1)S(=O)(=O)N1C=C(C2=CC=C(C=C12)C=1N(N=NC1)C)C1=NC(=NC=C1C(F)(F)F)N[C@@H]1CN(CCC1)C(=O)OC(C)(C)C